CC=1C=CC=2N(C1)N=C(N2)N 6-methyl-[1,2,4]triazolo[1,5-a]pyridin-2-amine